tert-butyl 4-[2-(6-hydroxy-4-oxo-quinazolin-3-yl)ethyl]piperazine-1-carboxylate OC=1C=C2C(N(C=NC2=CC1)CCN1CCN(CC1)C(=O)OC(C)(C)C)=O